ClC=1C=CC2=C(N=C(O2)C=2C=C(C=CC2)NC(CC2=CC(=CC=C2)OC)=O)C1 N-(3-(5-chlorobenzo[d]oxazol-2-yl)phenyl)-2-(3-methoxyphenyl)acetamide